C(C)(C)(C)OC(NC=1SC(=CN1)C([2H])([2H])N1[C@H](C[C@H](C1)OC1=NC=NC(=C1)OC)C)=O (5-(((2S,4r)-4-((6-methoxypyrimidin-4-yl)oxy)-2-methylpyrrolidin-1-yl)methyl-d2)thiazol-2-yl)carbamic acid tert-butyl ester